P(O)(O)N.C(C=C)(=O)O acrylic acid phosphoramidite